(-)-[3-(4H-1,2,4-Triazol-3-yl)pyrrolidin-1-yl]-[3-[4-[3-(2,2,2-trifluoroethoxy)azetidin-1-yl]phenyl]azetidin-1-yl]methanone N=1N=C(NC1)C1CN(CC1)C(=O)N1CC(C1)C1=CC=C(C=C1)N1CC(C1)OCC(F)(F)F